NC=1N=NN(N1)[C@H](C)[C@@H]1[C@H]2[C@H](C(=C(N2C1=O)C(=O)O)S[C@@H]1CN[C@@H](C1)C(N(C)C)=O)C (4R,5S,6S)-6-((R)-1-(5-amino-2H-tetrazol-2-yl)ethyl)-3-((3S,5S)-5-(dimethylcarbamoyl)pyrrolidin-3-ylthio)-4-methyl-7-oxo-1-azabicyclo[3.2.0]hept-2-ene-2-carboxylic acid